3-chlorothieno[2,3-c]pyridine-2-carboxylic acid ClC1=C(SC2=CN=CC=C21)C(=O)O